(5E,13E)-11-HYDROXY-9,15-DIOXOPROSTA-5,13-DIEN OC1CC([C@H](C/C=C/CCCC)[C@H]1\C=C\C(CCCCC)=O)=O